4-(2,4-difluoro-3-methylphenyl)butyric acid FC1=C(C=CC(=C1C)F)CCCC(=O)O